Cl.Cl.N1(N=CC=C1)OC1=CC=C(C=C1)NC(C(CN)C1=CC=CC=C1)=O N-(4-((1H-pyrazol-yl)oxy)phenyl)-3-amino-2-phenylpropanamide dihydrochloride